(s)-prolinal N1[C@@H](CCC1)C=O